ethyl (2S)-2-fluoro-2-[[(2S,5R)-2-(hydroxymethylcarbamoyl)-3-methyl-7-oxo-1,6-diazabicyclo[3.2.1]oct-3-en-6-yl]oxy]acetate F[C@@H](C(=O)OCC)ON1[C@@H]2C=C([C@H](N(C1=O)C2)C(NCO)=O)C